C(C)C(COC(CSCC1=CC(=C(C(=C1)C(C)(C)C)O)C(C)(C)C)=O)CCCC 2-[[[3,5-bis(1,1-dimethylethyl)-4-hydroxyphenyl]methyl]thio]acetic acid 2-ethylhexyl ester